2,3,4,5,6,7,8,9-octahydro-1H-benzo[7]annulene C1CCCC2=C1CCCCC2